6-(4-(3-Fluorophenyl)-1H-imidazol-5-yl)-1-methyl-1H-benzo[d]imidazole FC=1C=C(C=CC1)C=1N=CNC1C=1C=CC2=C(N(C=N2)C)C1